(4-(3-(4-(2-(4-(3-(4-(2-(2,6-dioxopiperidin-3-yl)-1,3-dioxoisoindolin-5-yl)piperazin-1-yl)propyl)piperazin-1-yl)ethoxy)phenoxy)-6-hydroxybenzo[b]thiophen-2-yl)phenyl)boronic acid O=C1NC(CCC1N1C(C2=CC=C(C=C2C1=O)N1CCN(CC1)CCCN1CCN(CC1)CCOC1=CC=C(OC=2C3=C(SC2C2=CC=C(C=C2)B(O)O)C=C(C=C3)O)C=C1)=O)=O